2-chloro-1-(2-ethoxyethyl)-1H-indole-3-carbaldehyde ClC=1N(C2=CC=CC=C2C1C=O)CCOCC